5-chloro-4-fluoro-1-((2-(trimethylsilyl)ethoxy)methyl)pyridin-2(1H)-one ClC=1C(=CC(N(C1)COCC[Si](C)(C)C)=O)F